C1(CC1)C(=O)[O-] cyclopropane-carboxylate